NCC1=C(C=C(C=C1Cl)F)CO (2-(aminomethyl)-3-chloro-5-fluorophenyl)methanol